(E)-N-(4-(1-(4-(4-(8-((2-(2,6-dioxopiperidin-3-yl)-1,3-dioxoisoindolin-4-yl)thio)octyl)piperazin-1-yl)benzoyl)piperidin-4-yl)butyl)-3-(pyridin-3-yl)acrylamide O=C1NC(CCC1N1C(C2=CC=CC(=C2C1=O)SCCCCCCCCN1CCN(CC1)C1=CC=C(C(=O)N2CCC(CC2)CCCCNC(\C=C\C=2C=NC=CC2)=O)C=C1)=O)=O